[Mg].[Sn].[Li] lithium tin magnesium